8-((2S,5R)-4-(8-bromo-6-methylquinolin-2-yl)-2,5-dimethylpiperazin-1-yl)-5-methyl-6-oxo-5,6-dihydro-1,5-naphthyridine-2-carbonitrile BrC=1C=C(C=C2C=CC(=NC12)N1C[C@@H](N(C[C@H]1C)C1=CC(N(C=2C=CC(=NC12)C#N)C)=O)C)C